3-bromo-2-(difluoromethoxy)aniline BrC=1C(=C(N)C=CC1)OC(F)F